COC1=C(C(=CC=C1)OC)N1C(=NN=C1COC)NS(=O)(=O)[C@@H](C)[C@H](C)C1=NC=C(C=N1)F (2S,3R)-N-(4-(2,6-dimethoxyphenyl)-5-(methoxymethyl)-4H-1,2,4-triazol-3-yl)-3-(5-fluoropyrimidin-2-yl)butane-2-sulfonamide